C(#N)C1=CC=C(CNC(=O)C=2C(N(C3=C(N=CC=C3C2)OCC2(CC2)S(NCC=2SC=CN2)(=O)=O)C)=O)C=C1 N-(4-cyanobenzyl)-1-methyl-2-oxo-8-((1-(N-(thiazol-2-ylmethyl)sulfamoyl)cyclopropyl)methoxy)-1,2-dihydro-1,7-naphthyridine-3-carboxamide